2,4-Diphenyl-6-(2-hydroxy-4-propoxyphenyl)-1,3,5-triazine C1(=CC=CC=C1)C1=NC(=NC(=N1)C1=CC=CC=C1)C1=C(C=C(C=C1)OCCC)O